3-Bromo-2-(3-cyanophenyl)-N-(2-hydroxy-2-methyl-propyl)imidazo[1,2-b]pyridazine-6-carboxamide BrC1=C(N=C2N1N=C(C=C2)C(=O)NCC(C)(C)O)C2=CC(=CC=C2)C#N